BrC=1C=CC=2N(C1)N=CC2C2=CC=C1C=NN(C1=C2)C 6-(6-bromopyrazolo[1,5-a]pyridin-3-yl)-1-methyl-1H-indazole